NC1=C(C(=O)NC23CCC(CC2)(CC3)O)C=C(C=N1)C1=CC=C(C=C1)C13CN(CC3C1)C1CCOCC1 2-amino-N-(4-hydroxybicyclo-[2.2.2]octan-1-yl)-5-(4-(3-(tetrahydro-2H-pyran-4-yl)-3-azabicyclo-[3.1.0]hexan-1-yl)phenyl)-nicotinamide